FC1=C(C=C(C=C1)C(NOC)=O)B(O)O 2-FLUORO-5-(METHOXYCARBAMOYL)BENZENEBORONIC ACID